7-(difluoromethoxy)-4-[3-(4-fluorophenyl)-1-methyl-1H-pyrazol-4-yl]-N-[(4-methoxyphenyl)methyl]pyrido[3,2-d]pyrimidin-6-amine FC(OC1=CC=2N=CN=C(C2N=C1NCC1=CC=C(C=C1)OC)C=1C(=NN(C1)C)C1=CC=C(C=C1)F)F